2-[4-[8-[3-chloro-4-[4-(4-pyridyl)piperidine-1-carbonyl]anilino]imidazo[1,2-a]pyrazin-3-yl]-2,3-difluoro-phenoxy]acetonitrile ClC=1C=C(NC=2C=3N(C=CN2)C(=CN3)C3=C(C(=C(OCC#N)C=C3)F)F)C=CC1C(=O)N1CCC(CC1)C1=CC=NC=C1